ClC=1C=C(C=C(C1)NS(=O)(=O)C)NC(=O)C=1C=NN(C1)C1=NC=C(C=C1)C1CC(N(CC1)C)=O N-(3-chloro-5-(methylsulfonamido)phenyl)-1-(5-(1-methyl-2-oxopiperidin-4-yl)pyridin-2-yl)-1H-pyrazole-4-carboxamide